S(=O)(=O)(O)[O-] hydrogen-sulfate